((tert-butoxycarbonyl)amino)-2-(toluenesulfonyloxy)propionic acid methyl ester COC(C(C)(OS(=O)(=O)CC1=CC=CC=C1)NC(=O)OC(C)(C)C)=O